The molecule is an aminoglycoside antibiotic produced by Streptosporangium sibiricum that also exhibits antitumour properties. It has a role as a bacterial metabolite and an antineoplastic agent. It is a pyrrolobenzodiazepine, an aminoglycoside antibiotic, a member of phenols and a hemiaminal. C/C=C/C1=CN2[C@@H](C1)[C@H](NC3=C(C(=C(C=C3C2=O)O[C@H]4[C@@H]([C@]([C@H]([C@@H](O4)C)NC)(C)O)O)C)O)O